tert-Butyl {3-[(3-{3-[(5-chloropyrazin-2-yl)amino]-1H-pyrazol-5-yl}-4-methoxypyridin-2-yl)oxy]propyl}carbamate ClC=1N=CC(=NC1)NC1=NNC(=C1)C=1C(=NC=CC1OC)OCCCNC(OC(C)(C)C)=O